FC(C1=NN=C(O1)C1=CC(=C(CN(C(=O)N2CCS(CC2)(=NS(=O)(=O)C)=O)C2=CC=CC=C2)C=C1)F)F N-(4-(5-(difluoromethyl)-1,3,4-oxadiazol-2-yl)-2-fluorobenzyl)-1-((methylsulfonyl)imino)-N-phenylthiomorpholine-4-carboxamide 1-oxide